methyl-p-methoxy-cinnamate COC(C=CC1=CC=C(C=C1)OC)=O